((1S,4S,6R)-6-((5-Chloropyrimidin-2-yl)amino)-2-azabicyclo[2.2.1]hept-2-yl)(4-fluoro-2-(pyrimidin-2-yl)phenyl)methanone ClC=1C=NC(=NC1)N[C@@H]1C[C@@H]2CN([C@H]1C2)C(=O)C2=C(C=C(C=C2)F)C2=NC=CC=N2